C1(=CC=CC=C1)[Ti](C1C=CC=C1)(C1C=CC=C1)C1=CC=CC=C1 diphenylbis(cyclopentadienyl)titanium